2-[4-[[(1r,3r)-3-hydroxy-3-methyl-cyclopentyl]amino]pyrido[3,4-d]pyridazin-1-yl]-5-(trifluoromethyl)phenol O[C@]1(C[C@@H](CC1)NC=1N=NC(=C2C1C=NC=C2)C2=C(C=C(C=C2)C(F)(F)F)O)C